5-(3-bromo-4-methylphenyl)-3-ethyl-1H-pyrrole BrC=1C=C(C=CC1C)C1=CC(=CN1)CC